tetramethyldodecahydro-5H-3,5a-epoxynaphtho-[2,1-c]oxepine CC1(C(C2C3(COC1O3)CCC3CCCCC32)(C)C)C